BrC1=C2C=CC3=CC=C(C4=CC=C(C=C1)C2=C43)C4=CC=C(C=C4)O 4-(6-Bromopyrene-1-yl)phenol